bis{3,4,6-trichloro-2-[(phenylmethoxy) carbonyl] phenyl}oxalate ClC=1C(=C(C(=CC1Cl)Cl)OC(C(=O)OC1=C(C(=C(C=C1Cl)Cl)Cl)C(=O)OCC1=CC=CC=C1)=O)C(=O)OCC1=CC=CC=C1